(S)-10-Amino-6,9,13,16-tetraoxo-N,N',8,14-tetrakis(3,6,9,12-tetraoxatridec-1-yl)-5,8,14,17-tetraazahenicosane-1,21-diamide N[C@H](C(N(CC(NCCCC(=O)NCCOCCOCCOCCOC)=O)CCOCCOCCOCCOC)=O)CCC(N(CC(NCCCC(=O)NCCOCCOCCOCCOC)=O)CCOCCOCCOCCOC)=O